OCCC1COC(OC1)=O 5-(2-hydroxyethyl)-1,3-dioxan-2-one